[N+](=O)([O-])C1=C(C=CC=C1)C=1C(NC=C(C1)NC1=CC=CC=C1)=O 3-(2-Nitrophenyl)-5-(phenylamino)pyridin-2(1H)-one